(2S,3S)-3-(4-Chlorophenyl)-3-[(1R)-1-(4-chlorophenyl)-7-fluoro-1-methoxy-5-[1-(oxan-4-yl)ethenyl]-3-oxo-2,3-dihydro-1H-isoindol-2-yl]-2-methylpropanoic acid ClC1=CC=C(C=C1)[C@H]([C@@H](C(=O)O)C)N1[C@@](C2=C(C=C(C=C2C1=O)C(=C)C1CCOCC1)F)(OC)C1=CC=C(C=C1)Cl